methyl 1-(1,3-difluoropropan-2-yl)-1H-pyrazole-5-carboxylate FCC(CF)N1N=CC=C1C(=O)OC